(S)-N-[(4-bromo-6-fluoro-pyrazolo[1,5-a]pyridin-3-yl)-cyano-methyl]-3-[(2S)-3,3-dimethyl-2-[(2,2,2-trifluoroacetyl)amino]butanoyl]-6,6-dimethyl-3-azabicyclo[3.1.0]hexane-2-carboxamide BrC=1C=2N(C=C(C1)F)N=CC2C(NC(=O)C2[C@@H]1C(C1CN2C([C@H](C(C)(C)C)NC(C(F)(F)F)=O)=O)(C)C)C#N